(5-(3,5-difluorophenyl)-4,5-dihydro-1H-pyrazol-1-yl)methanone hydrochloride Cl.FC=1C=C(C=C(C1)F)C1CC=NN1C=O